4-chloro-2,2-dimethylbutanoyl chloride ClCCC(C(=O)Cl)(C)C